N-methyl-1-((trans)-4-(methyl-(7-(2-(3-phenoxyphenyl)propanoyl)-7H-pyrrolo[2,3-d]pyrimidin-4-yl)amino)cyclohexyl)methanesulfonamide CNS(=O)(=O)C[C@@H]1CC[C@H](CC1)N(C=1C2=C(N=CN1)N(C=C2)C(C(C)C2=CC(=CC=C2)OC2=CC=CC=C2)=O)C